4-bromo-1-isobutyl-N-(3-methoxy-2,6-dimethylphenyl)-5-(trifluoromethyl)-1H-pyrazole-3-amine BrC=1C(=NN(C1C(F)(F)F)CC(C)C)NC1=C(C(=CC=C1C)OC)C